6-Cyclohexanal C1CCCCC1C=O